4-(dimethoxyphenyl)-2-(1-phenylethyl)-4-(trifluoromethyl)pyridazin-3(2H)-one COC=1C(=C(C=CC1)C1(C(N(NC=C1)C(C)C1=CC=CC=C1)=O)C(F)(F)F)OC